9-methyl-3-{[2-(trimethylsilyl)ethoxy]Methyl}-3,4,7,15-tetraazatricyclo[12.3.1.02,6]Octadeca-1(18),2(6),4,14,16-pentaen-8-one CC1C(NC=2C=NN(C2C=2C=CN=C(CCCC1)C2)COCC[Si](C)(C)C)=O